4,4-biphenyl-diborinic acid BO.BO.C1=CC=C(C=C1)C1=CC=CC=C1